NC1=NC=C(C#N)C=C1C=O 6-amino-5-formylnicotinonitrile